1-(1-(4H-1,2,4-triazol-4-yl)propyl)-N-(4-chloro-3-(1-methyl-1H-1,2,4-triazol-3-yl)phenyl)-3-methyl-6-azabicyclo[3.1.1]heptane-6-carboxamide N=1N=CN(C1)C(CC)C12CC(CC(N1C(=O)NC1=CC(=C(C=C1)Cl)C1=NN(C=N1)C)C2)C